N-(2-Furylmethyl)-4-(5-methyl-1-phenyl-3,4-dihydro-1H-isoquinolin-2-yl)-4-oxobutyric acid amide O1C(=CC=C1)CNC(CCC(=O)N1C(C2=CC=CC(=C2CC1)C)C1=CC=CC=C1)=O